1-((5-fluoro-2-nitrophenyl)amino)-2-methylpropan-2-ol FC=1C=CC(=C(C1)NCC(C)(O)C)[N+](=O)[O-]